O1CCN(CC1)C=1C2=C(N=C(N1)N/N=C/C=1C=C(C=CC1)C)N=C(S2)C(=O)NC2=CC=NC=C2 7-morpholino-5-[(2E)-2-(m-tolylmethylene)hydrazino]-N-(4-pyridyl)thiazolo[4,5-d]pyrimidine-2-carboxamide